((2,6-diethyl-3,4-dihydroquinolin-1(2H)-yl)sulfonyl)-2-(trifluoromethanesulfonyloxy)benzoic acid methyl ester COC(C1=C(C(=CC=C1)S(=O)(=O)N1C(CCC2=CC(=CC=C12)CC)CC)OS(=O)(=O)C(F)(F)F)=O